FS(F)(F)(F)(F)C1=CC=CC2=C1N=C(O2)N (pentafluoro-lambda6-sulfanyl)-1,3-benzoxazol-2-amin